(S)-7'-(diisopropylcarbamoyl)-2,2',3,3'-tetrahydro-1,1'-spirobi[indene]-7-carboxylic acid C(C)(C)N(C(=O)C=1C=CC=C2CC[C@]3(CCC4=CC=CC(=C34)C(=O)O)C12)C(C)C